3-oxo-3-(2-fluorophenyl)-propanal O=C(CC=O)C1=C(C=CC=C1)F